6-ethyl-6-(2-methoxyethoxy)-2,5,7,10-tetraoxa-6-silaundecane C(C)[Si](OCCOC)(OCCOC)OCCOC